O=C1NC=NC=2NC3=CC(=CC=C3C21)C2CCN(CC2)C(=O)OC(C)(C)C tert-butyl 4-(4-oxo-4,9-dihydro-3H-pyrimido[4,5-b]indol-7-yl)piperidine-1-carboxylate